N-[4-(3-cyanophenyl)-5-(2,6-dimethyl-4-pyridyl)thiazol-2-yl]-1,3-dimethyl-2-oxo-1,3,8-triazaspiro[4.5]decane-8-carboxamide C(#N)C=1C=C(C=CC1)C=1N=C(SC1C1=CC(=NC(=C1)C)C)NC(=O)N1CCC2(CN(C(N2C)=O)C)CC1